C(#N)C=1C=C(C=CC1F)NC(=O)N1CC=2C(=NN3C2C(CCC(C3)(O)CF)(F)F)CC1 N-(3-Cyano-4-fluorophenyl)-11,11-difluoro-8-(fluoromethyl)-8-hydroxy-3,4,8,9,10,11-hexahydro-1H-pyrido[4',3':3,4]pyrazolo[1,5-a]azepine-2(7H)-carboxamide